(2,2-dimethyl-2,3-dihydro-1-benzofuran-5-yl)methylamine CC1(OC2=C(C1)C=C(C=C2)CN)C